C(CCC)N1C2=CC=CC=C2SC=2C=C(C=CC12)C=C1C(C2=CC=CC=C2C1=O)=O 2-((10-butyl-10H-phenothiazin-3-yl)methylene)-1H-indene-1,3(2H)-Dione